3,3-di(4-methoxyphenyl)-9-methoxycarbonyl-8-(2-hydroxyethoxy)ethoxy-[3H]-naphtho[1,2-b]pyran COC1=CC=C(C=C1)C1(C=C2C(OC1)C1=CC(=C(C=C1C=C2)OCCOCCO)C(=O)OC)C2=CC=C(C=C2)OC